(S)-N4-(tert-butyl)-N1-((S)-4-((naphthalen-1-ylmethyl)amino)-4-oxobutan-2-yl)-2-(3-phenylpropanamido)succinamide C(C)(C)(C)NC(C[C@@H](C(=O)N[C@@H](C)CC(=O)NCC1=CC=CC2=CC=CC=C12)NC(CCC1=CC=CC=C1)=O)=O